N-(3-[4'-(2-aminoethyl)-[1,1'-biphenyl]-4-yl]propyl)-2-(furan-3-yl)-6-methylthieno[2,3-d]pyrimidin-4-amine NCCC1=CC=C(C=C1)C1=CC=C(C=C1)CCCNC=1C2=C(N=C(N1)C1=COC=C1)SC(=C2)C